methyl 1-(chlorosulfonyl)pyrrolidine-3-carboxylate ClS(=O)(=O)N1CC(CC1)C(=O)OC